methyl (R)-1-(4-(3H-[1,2,3]triazolo[4,5-b]pyridin-3-yl)-N-(1-(tert-butoxycarbonyl)piperidin-3-yl)-2-fluorobenzamido)isoquinoline-6-carboxylate N1=NN(C2=NC=CC=C21)C2=CC(=C(C(=O)N([C@H]1CN(CCC1)C(=O)OC(C)(C)C)C1=NC=CC3=CC(=CC=C13)C(=O)OC)C=C2)F